FC1([C@H](C1)C(=O)N1[C@@H](C2=C(CC1)NC=N2)C2=NN1C(C(=CC=C1)C)=C2)F ((R)-2,2-difluorocyclopropyl)((S)-4-(4-methylpyrazolo[1,5-a]pyridin-2-yl)-1,4,6,7-tetrahydro-5H-imidazo[4,5-c]pyridin-5-yl)methanone